C(C)O[Si](OCC)(OCC)C1=C(C=CC(=C1)F)S(=O)(=O)N (triethoxysilyl)-4-fluorobenzenesulfonamide